C(C)(=O)N1[C@H]([C@@H]([C@H](C2=CC(=CC=C12)C#N)NC1=NC=CC(=C1)C)C)C1CC1 (2S,3R,4R)-1-acetyl-2-cyclopropyl-3-methyl-4-((4-methylpyridin-2-yl)amino)-1,2,3,4-tetrahydroquinoline-6-carbonitrile